ClC=1C(=NC(=CC1I)C(F)(F)F)N 3-chloro-4-iodo-6-(trifluoromethyl)pyridin-2-amine